4-([5-(3-CHLOROPHENYL)-1,3-OXAZOL-2-YL]METHYLSULFANYL)-6-METHOXY-1,3,5-TRIAZIN-2-AMINE ClC=1C=C(C=CC1)C1=CN=C(O1)CSC1=NC(=NC(=N1)OC)N